4-(trifluoromethyl)-1H-triazole FC(C=1N=NNC1)(F)F